1-[4-(4-benzoylphenylsulfonyl)phenyl]-2-methyl-2-(4-methylphenylsulfonyl)propan-1-one 2-(Butyldimethylammonio)ethylacrylate C(CCC)[N+](CCOC(C=C)=O)(C)C.C(C1=CC=CC=C1)(=O)C1=CC=C(C=C1)S(=O)(=O)C1=CC=C(C=C1)C(C(C)(S(=O)(=O)C1=CC=C(C=C1)C)C)=O